O=C1N(CCC(N1)=O)C1=NN(C2=C(C(=CC=C12)N1CCN(CC1)C[C@H]1CN(CC1)C(=O)[O-])F)C (S)-3-((4-(3-(2,4-dioxotetrahydropyrimidin-1(2H)-yl)-7-fluoro-1-methyl-1H-indazol-6-yl)piperazin-1-yl)methyl)pyrrolidine-1-carboxylate